3-{[4-(cyclopropylcarbonyl)piperazin-1-yl]carbonyl}-4-fluorobenzaldehyde C1(CC1)C(=O)N1CCN(CC1)C(=O)C=1C=C(C=O)C=CC1F